1-[6-({1-[2-amino-6-(furan-2-yl)pyrimidin-4-yl]-1,2,3-benzotriazol-5-yl}oxy)pyridin-2-yl]pyrrolidin-3-ol NC1=NC(=CC(=N1)N1N=NC2=C1C=CC(=C2)OC2=CC=CC(=N2)N2CC(CC2)O)C=2OC=CC2